(R)-6-chloro-3-((1-(3,6-dimethyl-2-(2-methyl-2,6-dihydropyrrolo[3,4-c]pyrazol-5(4H)-yl)-4-oxo-3,4-dihydroquinazolin-8-yl)ethyl)amino)picolinic acid ClC1=CC=C(C(=N1)C(=O)O)N[C@H](C)C=1C=C(C=C2C(N(C(=NC12)N1CC2=NN(C=C2C1)C)C)=O)C